C(C)OC(CCC1=CC=C(C=C1)O)C 4-(3-ethoxybutyl)phenol